C(C)(C)C1=CC=C(C=C1)CN 1-(4-isopropylphenyl)methylamine